n-tridecyl mercaptan C(CCCCCCCCCCCC)S